BrC=1C(=C(C=NC1)NC(CC)=O)C=O N-(5-bromo-4-formylpyridin-3-yl)propionamide